N4-(1H-indazol-6-yl)-5-methyl-N2-(4-(piperazin-1-yl)phenyl)-pyrimidine-2,4-diamine N1N=CC2=CC=C(C=C12)NC1=NC(=NC=C1C)NC1=CC=C(C=C1)N1CCNCC1